(S)-N-(4-(2-fluorophenoxy)-2-(4-methyl-3-((methylamino)methyl)piperazin-1-yl)-3-(trifluoromethyl)phenyl)-4-(pyridazin-4-yl)thiazole-2-carboxamide FC1=C(OC2=C(C(=C(C=C2)NC(=O)C=2SC=C(N2)C2=CN=NC=C2)N2C[C@@H](N(CC2)C)CNC)C(F)(F)F)C=CC=C1